isobutyl (S)-5-(2-((tert-butyldimethylsilyl) oxy) propyl)-1-methyl-4,5,6,7-tetrahydro-1H-imidazo[4,5-c]pyridine-2-carboxylate [Si](C)(C)(C(C)(C)C)O[C@H](CN1CC2=C(CC1)N(C(=N2)C(=O)OCC(C)C)C)C